((3R,4S)-4-((4-(cyclopropyl(4-(trifluoromethyl)benzyl)amino)-7H-pyrrolo[2,3-d]pyrimidin-7-yl)methyl)-3,4-dihydroxypiperidin-1-yl)acetamide C1(CC1)N(C=1C2=C(N=CN1)N(C=C2)C[C@@]2([C@@H](CN(CC2)CC(=O)N)O)O)CC2=CC=C(C=C2)C(F)(F)F